C12(NCCN3N=C4C=CC=CC4=C31)CC2 2',4'-dihydrospiro[cyclopropane-1,1'-pyrazino[1,2-b]indazole]